N-(5-(3-chloro-1-methyl-1H-pyrrol-2-yl)-1,3,4-thiadiazol-2-yl)-3-methoxy-4-(((1S,2R)-2-methoxycyclobutyl)amino)-2-oxo-2H-pyran-6-carboxamide ClC1=C(N(C=C1)C)C1=NN=C(S1)NC(=O)C1=CC(=C(C(O1)=O)OC)N[C@@H]1[C@@H](CC1)OC